ClC=1C(=C(C(=O)OC)C(=CC1)NC1=C(C=C(C=C1)OC(F)(F)F)C)F methyl 3-chloro-2-fluoro-6-((2-methyl-4-(trifluoromethoxy)-phenyl)amino)-benzoate